O\N=C(/N)\C1=CC=C2C(=NNC2=C1)C (Z)-N'-hydroxy-3-methyl-1H-indazole-6-carboxamidine